ClC=1C=CC=C2C(=NN3C(C12)=NN=N3)OC(C)C 10-Chloro-6-isopropoxy-tetrazolo[5,1-a]phthalazine